5-((S)-1-((R)-2-hydroxy-3-oxo-3-(4-(5-(trifluoromethyl)thiazol-2-yl)piperazin-1-yl)propoxy)propan-2-ylamino)-4-(trifluoromethyl)pyridazin-3(2H)-one O[C@H](COC[C@H](C)NC1=C(C(NN=C1)=O)C(F)(F)F)C(N1CCN(CC1)C=1SC(=CN1)C(F)(F)F)=O